N1(N=CC=C1)C1=CC=C(C=C1)C1CN(CCC1CC1=C2C=CNC2=C(C=C1C)C)CCC(F)F 4-((3-(4-(1H-pyrazol-1-yl)phenyl)-1-(3,3-difluoropropyl)piperidin-4-yl)methyl)-5,7-dimethyl-1H-indole